6-(1-(1H-indol-6-yl)-3-nitro-1H-pyrazol-4-yl)-3,4-dihydroisoquinolin-1(2H)-one N1C=CC2=CC=C(C=C12)N1N=C(C(=C1)C=1C=C2CCNC(C2=CC1)=O)[N+](=O)[O-]